3-(5-((4-(isoquinolin-5-yl)piperidin-1-yl)methyl)-1-oxoisoindolin-2-yl)piperidine-2,6-dione C1=NC=CC2=C(C=CC=C12)C1CCN(CC1)CC=1C=C2CN(C(C2=CC1)=O)C1C(NC(CC1)=O)=O